C(C=C)(=O)N1CCN(CC1)C1=C(C(N(C2=NC(=C(C=C12)F)C1=C(C=CC=C1O)F)C[C@H]1N(CCC1)C)=O)C#N 4-(4-propenoylpiperazin-1-yl)-6-fluoro-7-(2-fluoro-6-hydroxyphenyl)-1-(((S)-1-methylpyrrolidin-2-yl)methyl)-2-oxo-1,2-dihydro-1,8-naphthyridine-3-carbonitrile